COC=1C=C(C=CC1OC)C(C(=O)C1=CC=C(C=C1)NCC1=CC=C(C#N)C=C1)C 4-(((4-(2-(3,4-dimethoxyphenyl)propionyl)phenyl)amino)methyl)benzonitrile